ClC1=CC(=C(C=C1)\C=C\[N+](=O)[O-])F (E)-4-chloro-2-fluoro-1-(2-nitrovinyl)benzene